CP(=O)(C)C1=CC=C2C(=N1)N(C=C2C2=NC(=NC=C2C(F)(F)F)N[C@@H]2CN(CCC2)C(=O)OC(C)(C)C)S(=O)(=O)C2=CC=CC=C2 tert-Butyl (S)-3-((4-(6-(dimethylphosphoryl)-1-(benzenesulfonyl)-1H-pyrrolo[2,3-b]pyridine-3-yl)-5-(trifluoromethyl)pyrimidin-2-yl)amino)piperidine-1-carboxylate